2-((2R,4aS,8aS)-decahydroquinoxalin-2-yl)ethan-1-ol tert-butyl-9-(4-chloro-2-fluorobenzyl)-7-methyl-3,4-dihydrobenzo[4,5]imidazo[1,2-a]pyrazine-2(1H)-carboxylate C(C)(C)(C)C1C=2N(CCN1C(=O)OCC[C@H]1N[C@H]3CCCC[C@@H]3NC1)C1=C(N2)C(=CC(=C1)C)CC1=C(C=C(C=C1)Cl)F